2-methyl-1-oxo-3,4-dihydropyrrolo[1,2-a]pyrazine-7-carboxylic acid CN1C(C=2N(CC1)C=C(C2)C(=O)O)=O